(1S,3S)-3-((2-(5-Methyl fluoro-3-formylthiophen-2-yl)-4-methylpyrimidin-5-yl)oxy)cyclohexanecarboxylate CC1=C(C(=C(S1)C1=NC=C(C(=N1)C)O[C@@H]1C[C@H](CCC1)C(=O)[O-])C=O)F